1-fluoro-N-[(1S)-2-[4-(2-methylimidazol-1-yl)anilino]-1-[(1R)-7-[2-[(1S,4S)-2-oxa-5-azabicyclo[2.2.1]heptan-5-yl]-4-pyridyl]tetralin-1-yl]-2-oxo-ethyl]cyclopropanecarboxamide FC1(CC1)C(=O)N[C@H](C(=O)NC1=CC=C(C=C1)N1C(=NC=C1)C)[C@@H]1CCCC2=CC=C(C=C12)C1=CC(=NC=C1)N1[C@@H]2CO[C@H](C1)C2